ClC1=C2C(C(NC2=CC=C1F)=O)(F)F 4-chloro-3,3,5-trifluoro-2,3-dihydro-1H-indol-2-one